C(CCCCCCCCCCC)CCOCCO 2-(2-(dodecyl)ethoxy)ethanol